FC1=CC=C(C=C1)C[C@@H]1CN(CCC1)C(=O)C=1C=C(C=NC1OC)C1=CC(=C2C(=NC=NN21)N)C(F)(F)F 7-{5-[(3R)-3-[(4-fluorophenyl)methyl]piperidine-1-carbonyl]-6-methoxypyridin-3-yl}-5-(trifluoromethyl)pyrrolo[2,1-f][1,2,4]triazin-4-amine